C(=O)C1CCN(CC1)C1=CC=C(N=N1)C(=O)N 6-(4-formylpiperidin-1-yl)pyridazine-3-carboxamide